C(C)(C)(C)N=C(N(C)C)N(C)C N''-tert-butyl-N,N,N',N'-tetramethylguanidine